C(C)(=O)C=1C=CC(=C(C1)C=1C2=C(C(N(C1)C)=O)SC(=C2)C(=O)O)OC2=C(C=C(C=C2)F)F 4-(5-acetyl-2-(2,4-difluorophenoxy)phenyl)-6-methyl-7-oxo-6,7-dihydrothieno[2,3-c]pyridine-2-carboxylic acid